(2S,4r)-N-[2-cyclopropyl-1-(3-fluoro-4-methyl-phenyl)-2-hydroxy-ethyl]-1-[(2S)-2-(4-cyclopropyltriazol-1-yl)-3,3-dimethyl-butyryl]-4-hydroxy-pyrrolidine-2-carboxamide C1(CC1)C(C(C1=CC(=C(C=C1)C)F)NC(=O)[C@H]1N(C[C@@H](C1)O)C([C@H](C(C)(C)C)N1N=NC(=C1)C1CC1)=O)O